6-((t-butoxycarbonyl)(methyl)amino)spiro[3.3]Heptane-2-carboxylic acid methyl ester COC(=O)C1CC2(C1)CC(C2)N(C)C(=O)OC(C)(C)C